[Na+].COP([O-])(=O)C(C(C)C)=O monomethyl-(2-methyl-1-oxopropyl)phosphonic acid sodium salt